2-(4-((1H-tetrazol-5-yl)methyl)phenyl)-N4-(5-cyclopropyl-1H-pyrazol-3-yl)quinazoline-2,4-diamine N1N=NN=C1CC1=CC=C(C=C1)C1(NC2=CC=CC=C2C(=N1)NC1=NNC(=C1)C1CC1)N